methyl 8-hydroxy-2-(1-methoxycyclopropyl)imidazo[1,2-a]pyridine-6-carboxylate OC=1C=2N(C=C(C1)C(=O)OC)C=C(N2)C2(CC2)OC